2-chloro-4-((2-cyclopropyl-6-methyl-5-oxo-2,3,5,6-tetrahydro-1H-[1,4]oxazino[2,3-c]quinolin-9-yl)amino)nicotinonitrile ClC1=C(C#N)C(=CC=N1)NC1=CC=2C3=C(C(N(C2C=C1)C)=O)OCC(N3)C3CC3